O=C1NC(CCC1N1C(C2=CC=CC(=C2C1=O)SCCOCCOCCOCCOCCOCC)=O)=O 17-((2-(2,6-dioxopiperidin-3-yl)-1,3-dioxoisoindolin-4-yl)thio)-3,6,9,12,15-pentaoxaheptadecane